CC1=C(C=C(C=N1)C(=O)O)O The molecule is the 5-hydroxy-6-methyl derivative of nicotinic acid. It is a monohydroxypyridine and a member of methylpyridines. It derives from a nicotinic acid. It is a conjugate acid of a 5-hydroxy-6-methylpyridine-3-carboxylate.